N1C(=NC=C1)C1C2C(C(N1C1=NC(=CC(=C1)C(F)(F)F)C)=O)CCC2 3-(1H-imidazol-2-yl)-2-(6-methyl-4-(trifluoromethyl)pyridin-2-yl)hexahydrocyclopenta[c]pyrrol-1(2H)-one